3-(4-(4-acryloyl-piperazin-1-yl)-6-chloro-quinazolin-7-yl)-N-cyclopropyl-benzamide C(C=C)(=O)N1CCN(CC1)C1=NC=NC2=CC(=C(C=C12)Cl)C=1C=C(C(=O)NC2CC2)C=CC1